C(C1=CC=CC=C1)OCC1=NC(=C2C(N1)=C(C=N2)Br)OC (benzyloxymethyl)-7-bromo-4-methoxy-pyrrolo[3,2-d]pyrimidine